N(=C=O)CCC[Si](Cl)(Cl)C 3-isocyanatopropyl-methyl-dichlorosilane